NC=1N=C(C2=C(N1)C=CN(C2=O)C2=CC=C(C=C2)CN2CCCC2)NCCCC 2-amino-4-(butylamino)-6-(4-(pyrrolidin-1-ylmethyl)phenyl)pyrido[4,3-d]pyrimidin-5(6H)-one